BrC1=CC=2C(=NC=C3C2N(C(N3C([2H])([2H])[2H])=O)C3CCC(CC3)(C)NC(OC(C)(C)C)=O)N1S(=O)(=O)C1=CC=CC=C1 tert-Butyl ((1s,4s)-4-(7-bromo-3-(methyl-d3)-2-oxo-6-(phenylsulfonyl)-3,6-dihydroimidazo[4,5-d]pyrrolo[2,3-b]pyridin-1(2H)-yl)-1-methylcyclohexyl)carbamate